(R)-2-methoxy-5-(4-((3-(methylseleno)-1-morpholinyl-1-oxo-2-propanyl)amino)-6-quinazolinyl)nicotinonitrile COC1=C(C#N)C=C(C=N1)C=1C=C2C(=NC=NC2=CC1)N[C@H](C(=O)N1CCOCC1)C[Se]C